N-[6-[4-[(E)-3-(4-Chlorophenyl)-3-oxoprop-1-enyl]phenoxy]-8-hydroxy-2,2-dimethyl-4,4a,6,7,8,8a-hexahydropyrano[3,2-d][1,3]dioxin-7-yl]acetamide ClC1=CC=C(C=C1)C(/C=C/C1=CC=C(OC2C(C(C3OC(OCC3O2)(C)C)O)NC(C)=O)C=C1)=O